ClC=1C=CC2=C(C(CCCN2C(=O)C2=C(C=C(C=C2)NC(C2=C(C=CC=C2)C)=O)C)=O)C1 N-[4-[(7-chloro-2,3,4,5-tetrahydro-5-oxo-1H-1-benzazepin-1-yl)carbonyl]-3-methylphenyl]-2-methyl-benzamide